(3S,4R)-4-((8-(5-(trifluoromethyl)pyridin-2-yl)-1,6-naphthyridin-5-yl)amino)pyrrolidin-3-ol hydrochloride Cl.FC(C=1C=CC(=NC1)C=1C=NC(=C2C=CC=NC12)N[C@H]1[C@H](CNC1)O)(F)F